C1CC12CNCCN(C2)C(=O)C=2C1=C(N(N2)C2=CC=C(C=C2)OC)CCOC1 5,8-diazaspiro[2.6]nonan-8-yl-[1-(4-methoxyphenyl)-1,4,6,7-tetrahydropyrano[4,3-c]pyrazol-3-yl]methanone